[Ti+4].C(CCC)OC(CCCCCCCCCCCCCCCCC(=O)[O-])(OCCCC)OCCCC.C(CCC)OC(CCCCCCCCCCCCCCCCC(=O)[O-])(OCCCC)OCCCC.C(CCC)OC(CCCCCCCCCCCCCCCCC(=O)[O-])(OCCCC)OCCCC.C(CCC)OC(CCCCCCCCCCCCCCCCC(=O)[O-])(OCCCC)OCCCC tributoxystearate titanium